Dimethyl 7-(trifluoromethyl)pyrazolo[1,5-a]pyridine-2,3-dicarboxylate FC(C1=CC=CC=2N1N=C(C2C(=O)OC)C(=O)OC)(F)F